ClC1=CC(=CC=2N=C(OC21)C=2C(=C(C=CC2)C2=C(C(=CC=C2)C=2SC=1CN(CCC1N2)C(=O)OC(C)(C)C)C)C)CO tert-butyl 2-(3'-(7-chloro-5-(hydroxymethyl)benzo[d]oxazol-2-yl)-2,2'-dimethyl-[1,1'-biphenyl]-3-yl)-6,7-dihydrothiazolo[5,4-c]pyridine-5(4H)-carboxylate